COC=1C=C(CN2CN(C3=CC=C(C=C3C2)O)C2CCSCC2)C=CC1OC 3-(3,4-dimethoxybenzyl)-6-hydroxy-1-(tetrahydro-2H-thiopyran-4-yl)-quinazoline